N=1C=2N(C=CC1N1CCC(CC1)CN1CC3CCC(C1)N3C=3C=C1C(N(C(C1=CC3)=O)N3C(NC(CC3)=O)=O)=O)C3=C(N2)C=CC=C3 5-(3-((1-(Benzo[4,5]imidazo[1,2-a]pyrimidin-2-yl)piperidin-4-yl)methyl)-3,8-diazabicyclo[3.2.1]octan-8-yl)-2-(2,4-dioxotetrahydropyrimidin-1(2H)-yl)isoindoline-1,3-dione